3-(3-amino-2-chloro-5,6-difluorophenoxy)-2-methyl-6-nitrobenzoic acid tert-butyl ester C(C)(C)(C)OC(C1=C(C(=CC=C1[N+](=O)[O-])OC1=C(C(=CC(=C1F)F)N)Cl)C)=O